CN1C(N(C2=C1C(=CC=C2)CCCO[C@@H]2CNCC2)C2C(NC(CC2)=O)=O)=O 3-[3-Methyl-2-oxo-4-[3-[(3S)-pyrrolidin-3-yl]oxypropyl]benzimidazol-1-yl]piperidine-2,6-dione